tert-butyl 4-(2-((2-(tert-butoxy)-2-oxoethyl)thio)propan-2-yl)-2,2-dimethyloxazolidine-3-carboxylate C(C)(C)(C)OC(CSC(C)(C)C1N(C(OC1)(C)C)C(=O)OC(C)(C)C)=O